(S)-1-(2-methyl-4-(3-((4-(trifluoromethyl)phenyl)amino)pyrazin-2-yl)piperazin-1-yl)prop-2-en-1-one C[C@@H]1N(CCN(C1)C1=NC=CN=C1NC1=CC=C(C=C1)C(F)(F)F)C(C=C)=O